5-fluoro-1'-{2-[1-(3-hydroxy-3-methylcyclobutyl)-7-(trifluoromethyl)-1H-1,3-benzimidazol-5-yloxy]ethyl}spiro[indoline-3,4'-piperidin]-2-one FC=1C=C2C(=CC1)NC(C21CCN(CC1)CCOC1=CC2=C(N(C=N2)C2CC(C2)(C)O)C(=C1)C(F)(F)F)=O